CC=1C(C2=CC=CC(=C2C(C1O)=O)OC)=O 2-methyl-3-hydroxy-5-methoxy-1,4-naphthoquinone